COC1=C(CC(N)C)C=C(C(=C1)C)S(=O)C 2-methoxy-4-methyl-5-methylsulfinylamphetamine